diphenyl-alanine methyl ester COC([C@@H](N(C1=CC=CC=C1)C1=CC=CC=C1)C)=O